(S)-N-(4-(tert-butyl)pyridin-2-yl)-1-cyanopyrrolidine-3-carboxamide C(C)(C)(C)C1=CC(=NC=C1)NC(=O)[C@@H]1CN(CC1)C#N